C(C)OC1=C(C=C(C=C1)C1=CC=C(C=C1)CNC(C)C)S(=O)(=O)N1CCC2(C[C@@H](CO2)NC[C@@H](COC=2C=C(C=CC2)S(=O)(=O)NC)O)CC1 3-((S)-3-((S)-8-(4-ethoxy-4'-((isopropylamino)methyl)biphenyl-3-ylsulfonyl)-1-oxa-8-azaspiro[4.5]dec-3-ylamino)-2-hydroxypropoxy)-N-methylbenzenesulfonamide